4-acetyl-N-(2,3-diphenylquinolin-6-yl)piperazine-1-carboxamide C(C)(=O)N1CCN(CC1)C(=O)NC=1C=C2C=C(C(=NC2=CC1)C1=CC=CC=C1)C1=CC=CC=C1